COCC1=NC=CC=C1CN1CCN(CC1)C(=O)OC(C)(C)C Tert-Butyl 4-[[2-(methoxymethyl)pyridin-3-yl]methyl]piperazine-1-carboxylate